tert-Butyl ((1r,4r)-4-(5-(imidazo[1,2-b]pyridazin-3-ylcarbamoyl)-6-methoxy-2H-indazol-2-yl)cyclohexyl)(methyl)carbamate N=1C=C(N2N=CC=CC21)NC(=O)C2=CC1=CN(N=C1C=C2OC)C2CCC(CC2)N(C(OC(C)(C)C)=O)C